BrC1=CNC=2C=CC=C(C12)C=O 3-BROMO-1H-INDOLE-4-CARBALDEHYDE